COC(C1=CC(=C(C=C1)C1CC1)S(NC1=C(C=C(C(=C1)C#N)Cl)OC1CCCC1)(=O)=O)=O 3-(N-(4-chloro-5-cyano-2-(cyclopentyloxy)phenyl)sulfamoyl)-4-cyclopropylbenzoic acid methyl ester